C(C)S(=O)(=O)N[C@H]1[C@@H]2[C@H](N([C@H]1COC1CC3CC3(CC1)C1=NC=C(C=N1)F)C(=O)OC)CCC2 methyl (2R,3S,3aS,6aR)-3-(ethylsulfonamido)-2-(((6-(5-fluoropyrimidin-2-yl)bicyclo[4.1.0]heptan-3-yl)oxy)methyl)hexahydro-cyclopenta[b]pyrrole-1(2H)-carboxylate